C1=CC(=CC=2OC3=C(C21)C=CC=C3)C3=C(C=CC2=CC=CC=C32)C3=CC=C(C=C3)C3=CC=C(C=C3)N(C3=CC=CC=C3)C3=CC=C(C=C3)C3=CC2=CC=CC=C2C=C3 [4'-{1-(dibenzofuran-3-yl)naphthalen-2-yl}biphenyl-4-yl]-(4-naphthalen-2-yl-phenyl)-phenylamine